4-Methyl-2'-(methylthio)-2,3,5',8'-tetrahydro-6'H-spiro[indene-1,7'-quinazolin]-4'-yl trifluoromethanesulfonate FC(S(=O)(=O)OC1=NC(=NC=2CC3(CCC12)CCC1=C(C=CC=C13)C)SC)(F)F